1-(aminomethyl)-N-(3-(trifluoromethoxy)phenyl)cycloheptan-1-amine NCC1(CCCCCC1)NC1=CC(=CC=C1)OC(F)(F)F